C1(CC1)C(CC(=O)OC(C)(C)C)=O tert-butyl 3-cyclopropyl-3-oxo-propanoate